C1(=CC=CC=2[Se]C3=C(C21)C=CC=C3)C3=C(C2=C(OC1=C2C=CC=C1)C=C3)C3=CC=CC=1C2=CC=CC=C2C2=CC=CC=C2C31 dibenzoselenophenyl(triphenyleneyl)dibenzofuran